COC1=C(C(=CC(=C1)C)OC[C@@H]1CNCCS1)C1=CC(=NN1)NC=1N=CC(=NC1)C#N (S)-5-((5-(2-methoxy-4-methyl-6-(thiomorpholin-2-ylmethoxy)phenyl)-1H-pyrazol-3-yl)amino)pyrazine-2-carbonitrile